C(C)(C)[Si](OC=1C=C(C=O)C=CC1)(C(C)C)C(C)C 3-((triisopropylsilyl)oxy)benzaldehyde